O\N=C\C=1C=C(C(=NC1)C#N)C (E)-5-((hydroxyimino)methyl)-3-methylpyridinenitrile